N-(5-chloro-4-(indol-1-yl)pyrimidin-2-yl)-5-cyclopropyl-2-methyl-1,2,3,4-tetrahydroisoquinolin-7-amine ClC=1C(=NC(=NC1)NC1=CC(=C2CCN(CC2=C1)C)C1CC1)N1C=CC2=CC=CC=C12